tert-butyl 6-(3-methoxy-4-nitrophenyl)-2,6-diazaspiro[3.3]heptane-2-carboxylate COC=1C=C(C=CC1[N+](=O)[O-])N1CC2(CN(C2)C(=O)OC(C)(C)C)C1